4-(tert-butoxy)benzamide C(C)(C)(C)OC1=CC=C(C(=O)N)C=C1